Hydracrylat C(CCO)(=O)[O-]